O=C[C@H](O)[C@@H](O)[C@H](O)[C@H](O)CO keto-glucose